7-(4-(2,2-difluoroethoxy)-5-(piperidin-4-yl)-1H-benzo[d]imidazol-2-yl)-6-methoxy-1H-pyrrolo[3,2-c]pyridine-3-carbonitrile FC(COC1=C(C=CC=2NC(=NC21)C=2C1=C(C=NC2OC)C(=CN1)C#N)C1CCNCC1)F